methanesulfonic acid (1r,4r)-4-ethylcyclohexyl ester C(C)C1CCC(CC1)OS(=O)(=O)C